1-{(2s,4r)-4-((4-aminophenyl)amino)-2-methyl-3,4-dihydroquinolin-1(2H)-yl}propan-1-one NC1=CC=C(C=C1)N[C@@H]1C[C@@H](N(C2=CC=CC=C12)C(CC)=O)C